C(C)(C)(C)OC(=O)NC1=CN(C2=CC=C(C=C12)OCCC1=CC=C(C=C1)C(F)(F)F)C(=O)OC(C)(C)C tert-butyl 3-((tert-butoxycarbonyl)amino)-5-(4-(trifluoromethyl)phenethoxy)-1H-indole-1-carboxylate